(3R-3-hydroxypyrrolidin-1-yl)-3-({[(2-methylpyridin-4-yl)methyl][(3S)-1-(pyrimidin-5-yl)piperidin-3-yl]amino}methyl)-1-(propan-2-yl)-1,4-dihydroquinolin-4-one O[C@H]1CN(CC1)C1(CN(C2=CC=CC=C2C1=O)C(C)C)CN([C@@H]1CN(CCC1)C=1C=NC=NC1)CC1=CC(=NC=C1)C